C(#N)C=1C=C(C=CC1F)C=1C=C2C(=NC1[C@H](CC1=CC(=CC(=C1)F)F)N[S@@](=O)C(C)(C)C)N=CS2 (S)-N-((S)-1-(6-(3-cyano-4-fluorophenyl)thiazolo[4,5-b]pyridin-5-yl)-2-(3,5-difluorophenyl)ethyl)-2-methylpropane-2-sulfinamide